C(C)(C)(C)OC(=O)N(S(=O)(=O)C1=CC(=C(C=C1F)N[C@H]1C[C@@H](N(C1)C(=O)OC(C)(C)C)C)Cl)C=1N=CSC1 tert-butyl (2S,4S)-4-((4-(N-(tert-butoxycarbonyl)-N-(thiazol-4-yl)sulfamoyl)-2-chloro-5-fluorophenyl)amino)-2-methylpyrrolidine-1-carboxylate